tert-butyl 6-((7-cyano-2-((4-(methylsulfonyl)phenyl)amino)quinazolin-8-yl)ethynyl)-3,4-dihydroisoquinoline-2(1H)-carboxylate C(#N)C1=CC=C2C=NC(=NC2=C1C#CC=1C=C2CCN(CC2=CC1)C(=O)OC(C)(C)C)NC1=CC=C(C=C1)S(=O)(=O)C